Cl[Si](CCCC)(CCCC)Cl dichlorobis(n-butyl)silane